4-(3-(4,4-difluorocyclohexyl)-6,7-difluoro-2-oxoindolin-3-yl)-2-fluoro-phenyl trifluoromethanesulfonate FC(S(=O)(=O)OC1=C(C=C(C=C1)C1(C(NC2=C(C(=CC=C12)F)F)=O)C1CCC(CC1)(F)F)F)(F)F